6-cyano-5-fluoro-2-((2-fluoro-4-(trimethylsilyl)phenyl)amino)nicotinic acid methyl ester COC(C1=C(N=C(C(=C1)F)C#N)NC1=C(C=C(C=C1)[Si](C)(C)C)F)=O